tert-butyl (2R)-2-[(2S)-2-(4-cyclopropanesulfonamidopyridin-2-yl)-2-{[5-(6-ethoxypyrazin-2-yl)-1,3-thiazol-2-yl]formamido}ethyl]piperidine-1-carboxylate C1(CC1)S(=O)(=O)NC1=CC(=NC=C1)[C@H](C[C@@H]1N(CCCC1)C(=O)OC(C)(C)C)NC(=O)C=1SC(=CN1)C1=NC(=CN=C1)OCC